C1(CC1)COCCN(CCC(C(=O)O)NC(N(C(C)C)C(C)C)=O)CCCCC1=NC=2NCCCC2C=C1 4-[2-(cyclopropylmethoxy)ethyl-[4-(5,6,7,8-tetrahydro-1,8-naphthyridin-2-yl)butyl]amino]-2-(diisopropylcarbamoylamino)butanoic acid